CC1=NOC(=C1C=1C=C2C(=NC1)N(C=C2C=2C(=CC(=NC2OCC)C(=O)O)OCC)C=2C(=NN(C2)CC)C)C 5-(5-(3,5-dimethylisoxazol-4-yl)-1-(1-ethyl-3-methyl-1H-pyrazol-4-yl)-1H-pyrrolo[2,3-b]pyridin-3-yl)-4,6-diethoxypicolinic acid